C(C1=CC=CC=C1)OC1=NC(=CC=C1N1C(N(C2=C1C=CC(=C2)C2=CCN(CC2)C(=O)OC(C)(C)C)CC)=O)OCC2=CC=CC=C2 tert-butyl 4-(1-(2,6-bis(benzyloxy)pyridin-3-yl)-3-ethyl-2-oxo-2,3-dihydro-1H-benzo[d]imidazol-5-yl)-5,6-dihydropyridine-1(2H)-carboxylate